S1C(=CC=C1)C1=C(SC=C1)C#N 3-(thiophenyl)thiophene-2-carbonitrile